chloro-2-hydroxypyrene ClC1=C(C=C2C=CC3=CC=CC4=CC=C1C2=C34)O